S(N)(OC[C@@H]1[C@H](C[C@@H](C1)NC1=NC=NC=C1C(=O)C=1SC(=C(C1)[S@](=O)C1=CC(=CC=C1)Cl)Cl)O)(=O)=O [(1R,2S,4R)-4-{[5-({5-chloro-4-[(R)-(3-chlorophenyl)sulfinyl]-2-thienyl}carbonyl)pyrimidin-4-yl]amino}-2-hydroxycyclopentyl]methyl sulfamate